O1CCN(CC1)CCNN N-(2-morpholinoethyl)hydrazine